4-(di-t-butylphosphino)butane-1-sulfonic acid C(C)(C)(C)P(CCCCS(=O)(=O)O)C(C)(C)C